N=1C=NN2C1C=C(C=C2)OC2=C(C(=C(C=C2)NC=2C1=C(N=CN2)C=CC(=N1)[C@@H]1[C@H]2CN([C@@H](C1)CC2)C(C=C)=O)F)C ((1R,4S,5S)-5-(4-((4-([1,2,4]triazolo[1,5-a]pyridin-7-yloxy)-2-fluoro-3-methylphenyl)amino)pyrido[3,2-d]pyrimidin-6-yl)-2-azabicyclo[2.2.2]octan-2-yl)prop-2-en-1-one